FC1=C(C(=CC=C1)O)C1=NOC(C1)(O)C(F)(F)F 3-(2-fluoro-6-hydroxyphenyl)-5-(trifluoromethyl)-4H-isoxazol-5-ol